BrC1=CC=C(S1)CN([C@@H](C)C(=O)OC)C Methyl N-((5-Bromothiophen-2-yl)methyl)-N-methyl-L-alaninate